Cl.O=C1NC(CCC1N1C(C2=CC=C(C=C2C1=O)C1(CC(NCC1)C)O)=O)=O 2-(2,6-dioxopiperidin-3-yl)-5-(4-hydroxy-2-methylpiperidin-4-yl)isoindoline-1,3-dione hydrochloride